N-[(6-Amino-2-pyridyl)sulfonyl]-6-tert-butyl-2-cyclohexylpyridin-3-carboxamid NC1=CC=CC(=N1)S(=O)(=O)NC(=O)C=1C(=NC(=CC1)C(C)(C)C)C1CCCCC1